(S)-8-(2,4-Dichlorophenyl)-9-(4-((1-(3-fluoropropyl)pyrrolidin-3-yl)amino)phenyl)-6,7-dihydro-5H-benzo[7]annulene-3-carboxylic acid ClC1=C(C=CC(=C1)Cl)C=1CCCC2=C(C1C1=CC=C(C=C1)N[C@@H]1CN(CC1)CCCF)C=CC(=C2)C(=O)O